FC(OC1=CC(=NN1)NC1=NC(=CN=C1)O[C@@H]1[C@@H]([C@@H]2CC[C@H](C1)N2C)F)F N-(5-(difluoromethoxy)-1H-pyrazol-3-yl)-6-(((1S,2R,3S,5R)-2-fluoro-8-methyl-8-azabicyclo[3.2.1]octan-3-yl)oxy)pyrazin-2-amine